2-(1,3,4-thiadiazol-2-yl)ethan-1-one S1C(=NN=C1)CC=O